FC(OC1=CC(=NN1)NC1=NC(=CN=C1)OC1CCN(CC1)C([2H])([2H])[2H])F N-(5-(difluoromethoxy)-1H-pyrazol-3-yl)-6-((1-(methyl-d3)piperidin-4-yl)oxy)pyrazin-2-amine